C(C)(C)(C)N1N=C(C(=C1)F)C(=O)NCC1=C(C(=C(C=C1)C1=CC(=NC=C1)NC(=O)C1CC1)F)C1CC1 1-(tert-butyl)-N-(4-(2-(cyclopropanecarboxamido)pyridin-4-yl)-2-cyclopropyl-3-fluorobenzyl)-4-fluoro-1H-pyrazole-3-carboxamide